6-{2-[(1S)-1-amino-7-(1,3-oxazol-2-yl)-7-oxoheptyl]-1H-imidazol-5-yl}pyrazine-2-carbonitrile N[C@@H](CCCCCC(=O)C=1OC=CN1)C=1NC(=CN1)C1=CN=CC(=N1)C#N